COC=1N=CC(=NC1)CC(=O)NC1=NNC(=C1)[C@@H]1C[C@@H](CC1)N(C(O)=O)C1(CC1)CC.OCC(CO)NC(C(=C)C)=O N-(1,3-dihydroxypropan-2-yl)methacrylamide (1R,3S)-3-(3-{[(5-methoxypyrazin-2-yl)acetyl]amino}-1H-pyrazol-5-yl)cyclopentyl(1-ethylcyclopropyl)carbamate